FC=1C=2N(C=C(C1)NC(=O)C1=C(C=C(C3=CN(N=C13)C)N1C[C@@H](CC1)NCCOC)O)C=C(N2)C N-(8-fluoro-2-methyl-imidazo[1,2-a]pyridin-6-yl)-6-hydroxy-4-[(3R)-3-(2-methoxyethylamino)pyrrolidin-1-yl]-2-methyl-indazole-7-carboxamide